pyrido[3,4-d]Pyrimidine trifluoroacetate salt FC(C(=O)O)(F)F.N1=CN=CC2=C1C=NC=C2